ClC=1C=C(C=CC1C=1C=CC2=C(N(C(O2)=O)C)C1)C[C@@H](C#N)NC(=O)[C@H]1OCNC1 (S)-N-((S)-2-(3-chloro-4-(3-methyl-2-oxo-2,3-dihydrobenzo[d]oxazol-5-yl)phenyl)-1-cyanoethyl)-1,4-oxazolidine-2-carboxamide